C(C)SC1=C(C(=C2C(=N1)SC=C2)C)C(=O)NCC2=CC(=CC=C2)F 6-Ethylsulfanyl-N-[(3-fluorophenyl)-methyl]-4-methyl-thieno[2,3-b]pyridine-5-carboxylic acid amide